tert-butyl (2-((5-bromopyrimidin-2-yl)amino)ethyl)carbamate BrC=1C=NC(=NC1)NCCNC(OC(C)(C)C)=O